Aminopropylmethyldiethoxysilane NCCC[Si](OCC)(OCC)C